2-((oleoyloxy)methyl)-2-(3-(4-(2-oxobenzo[d]oxazol-3(2H)-yl)piperidin-1-yl)propanamido)propane C(CCCCCCC\C=C/CCCCCCCC)(=O)OCC(C)(C)NC(CCN1CCC(CC1)N1C(OC2=C1C=CC=C2)=O)=O